C1(CC1)C(=O)N1CC(CC1)C(=O)N(CC1=CC=C(C=C1)NC1=CC=C(C=C1)N1CCC(CC1)C(F)(F)F)O 1-(Cyclopropanecarbonyl)-N-hydroxy-N-(4-((4-(4-(trifluoromethyl)piperidin-1-yl)phenyl)amino)benzyl)pyrrolidine-3-carboxamide